NC1=C(C=2C=NC(=C(C2N1C1=C2C=NN(C2=CC=C1C)C1OCCCC1)CC1CCC1)C1CC1)C(=O)N 2-amino-7-(cyclobutylmethyl)-6-cyclopropyl-1-(5-methyl-1-tetrahydropyran-2-yl-indazol-4-yl)pyrrolo[3,2-c]pyridine-3-carboxamide